(S)-2-(2,4-dimethylphenylsulfonamido)-3-(1H-indol-3-yl)-N-(4-morpholinophenyl)propanamide CC1=C(C=CC(=C1)C)S(=O)(=O)N[C@H](C(=O)NC1=CC=C(C=C1)N1CCOCC1)CC1=CNC2=CC=CC=C12